(S)-N-(3-(2-((2-methoxy-4-(pyrrolidin-3-ylamino)phenyl)amino)quinazolin-8-yl)phenyl)acrylamide COC1=C(C=CC(=C1)N[C@@H]1CNCC1)NC1=NC2=C(C=CC=C2C=N1)C=1C=C(C=CC1)NC(C=C)=O